C(#N)C=1N=C(N2C1C(=CC(=C2)S(=O)(=O)NC2(CC2)C)N2CCN(CC2)C(C(C)C)=O)C=2SC(=NN2)C(F)F 1-cyano-3-(5-(difluoromethyl)-1,3,4-thiadiazol-2-yl)-8-(4-isobutyrylpiperazin-1-yl)-N-(1-methylcyclopropyl)imidazo[1,5-a]pyridine-6-sulfonamide